ClC=1C(=NC=C(C1)C(F)(F)F)CN1N=C2N([C@H](C[C@H](C2)C(F)(F)F)C(=O)N2C[C@H](CC2)F)C1=O |&1:16,18| (5RS,7RS)-2-{[3-Chloro-5-(trifluoromethyl)pyridin-2-yl]methyl}-5-{[(3S)-3-fluoropyrrolidin-1-yl]carbonyl}-7-(trifluoromethyl)-5,6,7,8-tetrahydro[1,2,4]triazolo[4,3-a]pyridin-3(2H)-one